pentenyl-methyl-phosphinic acid C(=CCCC)P(O)(=O)C